N[C@@]1(CN(CC1)C1=C(C=NC=C1C(=O)N[C@H](C(F)(F)F)C)C1=NC2=C(N1)C=CC=C2C)C 4-((S)-3-amino-3-methylpyrrolidin-1-yl)-5-(4-methyl-1H-benzo[d]imidazol-2-yl)-N-((S)-1,1,1-trifluoropropan-2-yl)nicotinamide